1-(4-((5-(4-(1H-pyrazol-1-yl)phenyl)-1H-pyrazol-3-yl)amino)-3-methylphenyl)-3-methylurea N1(N=CC=C1)C1=CC=C(C=C1)C1=CC(=NN1)NC1=C(C=C(C=C1)NC(=O)NC)C